N1=CC=C(C=C1)C1=NOC(=N1)C(=O)OCC ethyl 3-(4-pyridyl)-1,2,4-oxadiazole-5-carboxylate